Cl.N[C@H](C(=O)O)CC1=CC=C(C=C1)C1=CSC2=C1N=CN=C2O[C@@H](C(F)(F)F)C2=C(C=C(C=C2)Cl)C=2COCCC2 (S)-2-amino-3-(4-(4-((R)-1-(4-chloro-2-(5,6-dihydro-2H-pyran-3-yl)phenyl)-2,2,2-trifluoroethoxy)thieno[3,2-d]pyrimidin-7-yl)phenyl)propanoic acid hydrochloride